5-[(6-cyclopropyl-benzimidazol-1-yl)methyl]-1,3-dimethyl-benzimidazol-2-one C1(CC1)C=1C=CC2=C(N(C=N2)CC2=CC3=C(N(C(N3C)=O)C)C=C2)C1